3-(4-t-butylphenyl)-propanal C(C)(C)(C)C1=CC=C(C=C1)CCC=O